N1C=NC=C1 imidazole